(1-ethyl-2,3,4,5-tetramethylcyclopentadienyl)(indenyl)zirconium dibromide [Br-].[Br-].C(C)C1(C(=C(C(=C1C)C)C)C)[Zr+2]C1C=CC2=CC=CC=C12